C1(=CC=CC=C1)N1C=NC=2C1=NC(=CC2)C2=CC=CC=C2 3,5-diphenyl-3H-imidazo[4,5-b]pyridine